FC(C=1C=C(C=CC1NCC#CC1=C(C2=C(S1)C(=CC=C2)N[C@@H]2[C@@H](CN(CC2)C)F)CC(F)(F)F)P(C)(C)=O)F (3-(difluoromethyl)-4-((3-(7-(((3R,4S)-3-fluoro-1-methylpiperidin-4-yl)amino)-3-(2,2,2-trifluoroethyl)benzo[b]thiophen-2-yl)prop-2-yn-1-yl)amino)phenyl)dimethylphosphine oxide